(R)-5-(3-hydroxy-6-(2-hydroxy-6-methyl-4-(trifluoromethyl)phenyl)-2H-pyrazolo[3,4-b]pyridin-2-yl)-1-methylpiperidin-2-one OC=1N(N=C2N=C(C=CC21)C2=C(C=C(C=C2C)C(F)(F)F)O)[C@@H]2CCC(N(C2)C)=O